FC(C1=CC=C(N=N1)SCC=O)(F)F 2-((6-(trifluoromethyl)pyridazin-3-yl)thio)ethan-1-one